(S)-N-(1-(8-((1-methyl-1H-pyrazol-4-yl)ethynyl)-1,1-dioxo-2-phenyl-2H-benzo[e][1,2]thiazin-3-yl)ethyl)-2-(sulfamoylamino)pyrazolo[1,5-a]pyrimidine-3-carboxamide CN1N=CC(=C1)C#CC1=CC=CC=2C=C(N(S(C21)(=O)=O)C2=CC=CC=C2)[C@H](C)NC(=O)C=2C(=NN1C2N=CC=C1)NS(N)(=O)=O